CN1C2=C(C(=O)N(C1=O)C)N(C=N2)CC3OCCO3 The molecule is an oxopurine that is a derivative of xanthine, methylated at N-1 and N-3 and carrying a 1,3-dioxolan-2-ylmethyl group at N-7, used in the treatment of asthma. It has a role as a bronchodilator agent, an antitussive and an anti-asthmatic drug. It derives from a 7H-xanthine.